O=C1NC(CCC1C1=CC=C(C=C1)C1CCN(CC1)C1CCN(CC1)C1CCN(CC1)CCCC=1C=C2C(N(C(C2=CC1)=O)[C@H](CS(=O)(=O)C)C1=CC(=C(C=C1)OC)OCC)=O)=O 5-(3-(4-(4-(2,6-dioxopiperidin-3-yl)phenyl)-[1,4':1',4''-terpiperidin]-1''-yl)-propyl)-2-((S)-1-(3-ethoxy-4-methoxyphenyl)-2-(methylsulfonyl)ethyl)isoindoline-1,3-dione